C1(CC1)C1=CC=C(C=N1)N1C(N(C[C@H]1C)C=1C=C2CN(C(C2=CC1)=O)C1C(NC(CC1)=O)=O)=O 3-(5-((R)-3-(6-cyclopropylpyridin-3-yl)-4-methyl-2-oxoimidazolidin-1-yl)-1-oxoisoindolin-2-yl)piperidine-2,6-dione